C(#N)N1C[C@@H]2N(CC[C@@H]2C1)C(=O)NC1=CC(=CC=C1)C1=CC(=NC=C1)C (3aR,6aR)-5-cyano-N-(3-(2-methylpyridin-4-yl)phenyl)hexahydropyrrolo[3,4-b]pyrrole-1(2H)-carboxamide